1-Bromo-2-(methoxymethoxy)-3-(trifluoromethyl)benzene BrC1=C(C(=CC=C1)C(F)(F)F)OCOC